8-(azetidin-1-yl)-5-isopropyl-2,7-naphthyridin N1(CCC1)C=1N=CC(=C2C=CN=CC12)C(C)C